C(C)(C)(C)OC(=O)N1[C@@H](CC(CC1)N1CCCCC1)C (2R)-methyl-4-(1-piperidinyl)piperidine-1-carboxylic acid tert-butyl ester